C(OCCC[Si](CCC[Si](C)(C)C)(C)C)(OCC)=O [3-[dimethyl [3-(trimethylsilyl) propyl] silyl] propyl] ethyl carbonate